C(C1=CC=CC=C1)N1[C@H]([C@@H](CC1)N)C1CC1 trans-1-benzyl-2-cyclopropylpyrrolidin-3-amine